ClC=1C=C(C=C(C1)F)C1=CC=CC=2N1N=CC2C(=O)N2CCCCC2 (7-(3-chloro-5-fluorophenyl)pyrazolo[1,5-a]pyridin-3-yl)(piperidin-1-yl)methanone